C1(CC1)N(CCC(C(=O)O)NC(C(CCCC)(F)F)=O)CCCCC1=NC=2NCCCC2C=C1 4-[cyclopropyl-[4-(5,6,7,8-tetrahydro-1,8-naphthyridin-2-yl)butyl]amino]-2-(2,2-difluorohexanoylamino)butanoic acid